(S)-2-benzoyl-N-methyl-N-(1-phenylethyl)-1,2,3,4-tetrahydroisoquinoline-7-sulfonamide C(C1=CC=CC=C1)(=O)N1CC2=CC(=CC=C2CC1)S(=O)(=O)N([C@@H](C)C1=CC=CC=C1)C